4-(4-(2,6-bis(benzyloxy)pyridin-3-yl)-3,5-difluorophenyl)piperidine-1-carboxylic acid tert-butyl ester C(C)(C)(C)OC(=O)N1CCC(CC1)C1=CC(=C(C(=C1)F)C=1C(=NC(=CC1)OCC1=CC=CC=C1)OCC1=CC=CC=C1)F